9-chloro-4-methyl-3,5-dihydropyrano[2,3,4-de][2,7]naphthyridin-6(2H)-one ClC=1N=CC=2C(NC(=C3C2C1OCC3)C)=O